ClC1=C(C=C(C=C1)S(=O)C)C1COCCCN1C1=NC(=NC(=C1)C)N 4-[3-(2-Chloro-5-methylsulfinyl-phenyl)-1,4-oxazepan-4-yl]-6-methyl-pyrimidin-2-amine